SN[C@@H](CC(=O)O)C(=O)O mercaptoaspartic acid